ClC1=C(C=C(C=C1)C(=O)O)B(O)O 2-chloro-5-carboxyphenylboronic acid